7-(diethylamino)-2-oxo-2H-chromene-4-carbaldehyde C(C)N(C1=CC=C2C(=CC(OC2=C1)=O)C=O)CC